C(=O)C=1C(=C2C(=NC1)N(C(=C2C=2C=C1C=NN(C1=CC2)C(C)C)C=2C=NN(C2)C)S(=O)(=O)C2=CC=CC=C2)NC2CC(C2)NC(OC)=O Methyl ((1r,3r)-3-((5-formyl-3-(1-isopropyl-1H-indazol-5-yl)-2-(1-methyl-1H-pyrazol-4-yl)-1-(phenylsulfonyl)-1H-pyrrolo[2,3-b]pyridin-4-yl)amino)cyclobutyl)carbamate